Cis-6-Cyclopropyl-3-(4-(3-methyl-2-(1H-pyrazol-4-yl)piperazin-1-yl)pyrimidin-2-yl)imidazo[1,2-a]pyrazine C1(CC1)C=1N=CC=2N(C1)C(=CN2)C2=NC=CC(=N2)N2[C@H]([C@H](NCC2)C)C=2C=NNC2